Cl.Cl.C1(CC1)CN[C@H]1[C@@H](C1)C1=CC(=C(S1)C)C(=O)NC=1SC(=NN1)C 5-(trans-2-((cyclopropylmethyl)amino)cyclopropyl)-2-methyl-N-(5-methyl-1,3,4-thiadiazol-2-yl)thiophene-3-carboxamide Dihydrochloride